F[C@@H]1CN(CC1)C1=C(CN2C[C@@H](N(CC2)C(=O)N2N=C(C=C2)C(=O)O)C)C=CC(=C1)C(F)(F)F 1-((S)-4-(2-((S)-3-fluoropyrrolidin-1-yl)-4-(trifluoromethyl)benzyl)-2-methylpiperazine-1-carbonyl)-1H-pyrazole-3-carboxylic acid